C(C)N1C=C(C(C2=CC=C(C=C12)F)=O)S(=O)(=O)N1CCC2(C[C@H](CO2)NC[C@@H](COC=2C=C(C=CC2)S(=O)(=O)NC)O)CC1 3-((S)-3-((R)-8-(1-ethyl-7-fluoro-4-oxo-1,4-dihydroquinolin-3-ylsulfonyl)-1-oxa-8-azaspiro[4.5]decan-3-ylamino)-2-hydroxypropoxy)-N-methylbenzenesulfonamide